2-(3-(trifluoromethyl)phenyl)-7-azaspiro[3.5]nonane-7-carboxylic acid tert-butyl ester C(C)(C)(C)OC(=O)N1CCC2(CC(C2)C2=CC(=CC=C2)C(F)(F)F)CC1